CC=1C=C(C=CC1OC1=CC=CC=C1)N1C(N(C(NC1=O)=O)C=1SC(=CC1)C)=O 1-(3-methyl-4-phenoxyphenyl)-3-(5-methylthiophene-2-yl)-1,3,5-triazine-2,4,6-trione